1,2,3,4-tetrahydro-isoquinoline-7-sulfonic acid amide C1NCCC2=CC=C(C=C12)S(=O)(=O)N